O1CCN(CC12CCNCC2)C=2C=C(OCCN1CCN(CC1)C(=O)OC(C)(C)C)C=CC2 tert-butyl 4-(2-(3-(1-oxa-4,9-diazaspiro[5.5]undecan-4-yl)phenoxy)ethyl)piperazine-1-carboxylate